C(C)OC(=O)C1=NN2C(COCC2)=C1C1=CCC(CC1)(CC)COCC Ethyl-3-(4-(ethoxymethyl)-4-ethylcyclohex-1-en-1-yl)-6,7-dihydro-4H-pyrazolo[5,1-c][1,4]oxazine-2-carboxylate